NC1=NC=CC2=CC=C(C=C12)C=1C=C(C=CC1C)C#C[C@@]1(C(N(CC1)C([2H])([2H])[2H])=O)O (S)-3-[2-[3-(1-Amino-7-isoquinolyl)-4-methyl-phenyl]ethynyl]-3-hydroxy-1-(trideuteriomethyl)pyrrolidin-2-one